F[C@H]1CN(CC[C@H]1NC1=C2C=C(N(C2=CC=C1)CC(F)(F)F)C1=NOC(=N1)CNC(OC(C)(C)C)=O)C tert-butyl N-[[3-[4-[[(3S,4R)-3-fluoro-1-methyl-4-piperidyl]amino]-1-(2,2,2-trifluoroethyl)indol-2-yl]-1,2,4-oxadiazol-5-yl]methyl]carbamate